(R)-3-(N-(4-chloro-5-cyano-2-((tetrahydrofuran-3-yl)oxy)phenyl)sulfamoyl)-4-cyclopropylbenzoic acid ClC1=CC(=C(C=C1C#N)NS(=O)(=O)C=1C=C(C(=O)O)C=CC1C1CC1)O[C@H]1COCC1